((2R,4S)-4-aminotetrahydrofuran-2-yl)((S)-1-(4-fluorophenyl)-3,4-dihydroisoquinolin-2(1H)-yl)methanone N[C@H]1C[C@@H](OC1)C(=O)N1[C@H](C2=CC=CC=C2CC1)C1=CC=C(C=C1)F